N-(3-chloro-2-fluoro-phenyl)-6-(1,6-diazaspiro[3.3]heptan-6-yl)pyrido[3,2-d]pyrimidin-4-amine ClC=1C(=C(C=CC1)NC=1C2=C(N=CN1)C=CC(=N2)N2CC1(CCN1)C2)F